1,4-bis((trimethylsilyl)oxy)benzene C[Si](OC1=CC=C(C=C1)O[Si](C)(C)C)(C)C